BrC=1C=C(C=CC1F)NC(=NO)C1=NON=C1NCCN1N=NC(=C1)COCCO N-(3-bromo-4-fluorophenyl)-N'-hydroxy-4-((2-(4-((2-hydroxyethoxy)methyl)-1H-1,2,3-triazol-1-yl)ethyl)amino)-1,2,5-oxadiazole-3-formamidine